FC=1C=CC(=C2C=NNC12)C(C)NC1=NC(=NC2=CC(=C(C=C12)OC)OC)C N-[1-(7-fluoro-1H-indazol-4-yl)ethyl]-6,7-dimethoxy-2-methylquinazolin-4-amine